N[C@@H](CS(=O)(=O)O)C (R)-2-aminopropanesulfonic acid